N1N=CC=C1C=1C=C(OC=2C(=C3C=CN(C3=CC2)S(=O)(=O)C2=CC=C(C)C=C2)CO)C=CC1 (5-(3-(1H-pyrazol-5-yl)phenoxy)-1-tosyl-1H-indol-4-yl)methanol